N[C@@H]1C=C(OC1)C(=O)OC Methyl (4R)-4-amino-4,5-dihydrofuran-2-carboxylate